Lead (IV) Acetate C(C)(=O)[O-].[Pb+4].C(C)(=O)[O-].C(C)(=O)[O-].C(C)(=O)[O-]